FC(C=1C=C(C=CC1)/C(/C)=N/O)(F)F (E)-m-trifluoromethyl-acetophenone oxime